FC1=C(C=O)C=CC(=C1)C#C[Si](C)(C)C 2-fluoro-4-((trimethylsilyl)ethynyl)benzaldehyde